ClC=1C(=CC=C2N=CC(=NC12)C=1C=NN(C1)CC1CCC(CC1)=O)OC=1C=CC2=C(NC(=N2)C)C1 4-((4-(8-chloro-7-((2-methyl-1H-benzo[d]imidazol-6-yl)oxy)quinoxalin-2-yl)-1H-pyrazol-1-yl)methyl)cyclohexanone